ClC=1C(=CC(=C(C1)C1=C(C=C2C(NC(NC2=C1SC[C@@H](CO)OC)=O)=O)C(F)(F)F)F)F 7-(5-chloro-2,4-difluorophenyl)-8-(((R)-3-hydroxy-2-methoxypropyl)thio)-6-(trifluoromethyl)quinazoline-2,4(1H,3H)-dione